FC1(CC(C1)OC=1N=CC(=NC1)NC(=O)C=1C(=CC(=C(C1)NC(=O)C1=CN=C(S1)C)C)F)F N-[5-[[5-(3,3-difluorocyclobutyl)oxypyrazin-2-yl]carbamoyl]-4-fluoro-2-methylphenyl]-2-methyl-1,3-thiazole-5-carboxamide